2-(4-(pyridine-4-yl)phenyl)acetonitrile N1=CC=C(C=C1)C1=CC=C(C=C1)CC#N